C1(CCCC1)OC1=CC=C(C=N1)N 6-(cyclopentyloxy)pyridin-3-amine